1-(cyclobutylmethyl)-3-methyl-4-(4,4,5,5-tetramethyl-1,3,2-dioxaborolan-2-yl)pyrazole C1(CCC1)CN1N=C(C(=C1)B1OC(C(O1)(C)C)(C)C)C